silicon calcium aluminum iron [Fe].[Al].[Ca].[Si]